3-(8-methoxy-4-oxo-4,5-dihydro-3H-pyrimido[5,4-b]indol-3-yl)-N-(3-(trifluoromethyl)benzyl)propanamide COC1=CC=2C3=C(NC2C=C1)C(N(C=N3)CCC(=O)NCC3=CC(=CC=C3)C(F)(F)F)=O